CC1=C(C(=CC(=C1)C)C)C1=C2C=CC=CC2=C2C=C3C(=C4C=CC=CC4=C3C=C21)C2=C(C=C(C=C2C)C)C 6,12-bis(2,4,6-trimethylphenyl)indeno[1,2-b]Fluorene